FC1=C(C=CC=C1)[C@@H](C(=O)N1CC2=NN(C=C2C1)S(=O)(=O)C1=NN(C=C1C)CC(F)(F)F)CO (2R)-2-(2-fluorophenyl)-3-hydroxy-1-{2-[4-methyl-1-(2,2,2-trifluoroethyl)pyrazol-3-ylsulfonyl]-4H,6H-pyrrolo[3,4-c]pyrazol-5-yl}propan-1-one